(2-fluoro-5-nitrobenzyl)(methyl)sulfane phosphoramidit P(O)(O)N.FC1=C(CSC)C=C(C=C1)[N+](=O)[O-]